FC(F)(F)C1C(C(=O)NC1=O)C(F)(F)F.[Li] lithium bis(trifluoromethyl)succinimide